(3S)-3-(9H-fluoren-9-ylmethoxycarbonylamino)-4-oxo-4-piperidin-1-ylbutanoic acid C1=CC=CC=2C3=CC=CC=C3C(C12)COC(=O)N[C@@H](CC(=O)O)C(N1CCCCC1)=O